(S)-2-(quinazolin-4-ylamino)-4-((4-(5,6,7,8-tetrahydro-1,8-naphthyridin-2-yl)butyl)amino)butanoic acid N1=CN=C(C2=CC=CC=C12)N[C@H](C(=O)O)CCNCCCCC1=NC=2NCCCC2C=C1